1,4-naphthalenediarsonic acid C1(=CC=C(C2=CC=CC=C12)[As](O)(=O)O)[As](O)(=O)O